FC1=C(OC2CCC(CC2)(C(=O)O)C)C=C(C(=C1)OC)C(N[C@@H]1[C@@H](CCCCC1)C(NC1=CC(=CC=C1)S(=O)(=O)C(F)(F)F)=O)=O |o1:22,23| (1R,4s)-4-(2-Fluoro-4-methoxy-5-(((1S*,2R*)-2-((3-((trifluoromethyl)sulfonyl)phenyl)carbamoyl)cycloheptyl)carbamoyl)phenoxy)-1-methylcyclohexane-1-carboxylic acid